3-(1-methyl-1H-5-tetrazolyl)thiomethyl-3-cephem-4-carboxylic acid CN1N=NN=C1SCC=1CS[C@H]2N(C1C(=O)O)C(C2)=O